3-endo-(8-{2-[cyclopentylmethyl-(3-hydroxypropionyl)amino]ethyl}-8-azabicyclo[3.2.1]oct-3-yl)-benzamide TFA salt OC(=O)C(F)(F)F.C1(CCCC1)CN(CCN1C2CC(CC1CC2)C=2C=C(C(=O)N)C=CC2)C(CCO)=O